Cl.N[C@H]1CN(C[C@H](C1)C)C=O ((3R,5S)-3-amino-5-methylpiperidin-1-yl)methanone hydrochloride